1-cyclopropyl-3-(2-(2-methylpyridin-4-yl)-1H-pyrrolo[3,2-c]pyridin-6-yl)urea C1(CC1)NC(=O)NC1=CC2=C(C=N1)C=C(N2)C2=CC(=NC=C2)C